ClC1=CC=C(C(=N1)C(=O)NS(=O)(=O)C)N[C@H](C)C=1C=C(C=C2C(C(=C(OC12)C=1C=NC(=CC1)C1(CC1)C#N)C)=O)C 6-Chloro-3-[[(1R)-1-[2-[6-(1-cyanocyclopropyl)-3-pyridyl]-3,6-dimethyl-4-oxo-chromen-8-yl]ethyl]amino]-N-methylsulfonyl-pyridine-2-carboxamide